(S)-2-(dimethylamino)-3-(4-hydroxyphenyl)propionamide hydrochloride Cl.CN([C@H](C(=O)N)CC1=CC=C(C=C1)O)C